CN1C(C=2C=CC(=C3C2C1=CC1=C(N3C)N=CC=C1)[N+](=O)[O-])=O 1,6-dimethyl-5-nitro-1,6-dihydro-2H-pyrido[3',2':6,7]azepino[4,3,2-cd]isoindol-2-one